C(#N)NC1CC(C1)(C(=O)NC1=CC(=NN1)C1=CC=C(C=C1)C(F)(F)F)F (1r,3r)-3-(cyanoamino)-1-fluoro-N-{3-[4-(trifluoro-methyl)phenyl]-1H-pyrazol-5-yl}cyclobutane-1-carboxamide